BrC1=CSC2=C1C(OCC2)CNC(OC(C)(C)C)=O tert-butyl (3-bromo-6,7-dihydro-4H-thieno[3,2-c]pyran-4-yl)methylcarbamate